1-[4-chloro-7-(2-trimethylsilylethoxymethyl)pyrrolo[2,3-d]pyrimidin-6-yl]ethanone ClC=1C2=C(N=CN1)N(C(=C2)C(C)=O)COCC[Si](C)(C)C